hydroquinone bis(perfluoro 1,1-dimethylethanesulfonate) FC(C(S(=O)(=O)O)(C(F)(F)F)C(F)(F)F)(F)F.FC(C(S(=O)(=O)O)(C(F)(F)F)C(F)(F)F)(F)F.C1(O)=CC=C(O)C=C1